ClC=1C=C2C(=NC=NC2=CC1OC)N1CCC(CC1)CC[SH2](=O)C=N (S)-{2-[1-(6-chloro-7-methoxyquinazolin-4-yl)piperidin-4-yl]ethyl}(imino)methyl-λ6-sulfanone